C(CC1=CC=CC=C1)C=1C(=C(C=CC1)O)CCCCCCCCC phenethyl-nonyl-phenol